2,2-di-(t-amylperoxy)-propane C(C)(C)(CC)OOC(C)(C)OOC(C)(C)CC